Nicotine levulinate salt C(CCC(=O)C)(=O)O.N1=CC=CC(=C1)C1N(C)CCC1